O1C(OCC1)CCN1C=CC2=CC=CC=C12 1-(2-(1,3-Dioxolan-2-yl)ethyl)-1H-indole